FC(C=1C(=C(C=CC1)[C@@H](C)NC=1C=2C(N=C(N1)C)=C(C(N(C2)C2(CC2)CF)=O)C2(COCC2)OC)F)F 4-(((R)-1-(3-(difluoromethyl)-2-fluorophenyl)ethyl)amino)-6-(1-(fluoromethyl)cyclopropyl)-8-(3-Methoxytetrahydrofuran-3-yl)-2-methylpyrido[4,3-d]pyrimidin-7(6H)-one